C1(CC1)C=1C=C(NC1)C(=O)[O-] 4-cyclopropyl-1H-pyrrole-2-carboxylate